N-[3-chloro-1-(3-pyridinyl)-1H-pyrazol-4-yl]-2-(methylsulfonyl)-propionamide ClC1=NN(C=C1NC(C(C)S(=O)(=O)C)=O)C=1C=NC=CC1